C1(CC1)[C@H](NC1=NC(=NC(=N1)N)C=1C=CC=2N(C1)C(=NC2)C)C2=NN(C=C2)C(F)F (S)-N2-(cyclopropyl(1-(difluoromethyl)-1H-pyrazol-3-yl)methyl)-6-(3-methylimidazo[1,5-a]pyridin-6-yl)-1,3,5-triazine-2,4-diamine